[Ba].[Zr].[Pb] lead zirconium barium